isocyanuric acid-oxide [NH+]1(C(=O)NC(=O)NC1=O)[O-]